FC1(CCC2=C1N=C(N=C2C2=CC=C(C=C2)CC(=O)N2CCNCC2)N2[C@H](CC2)C)F (S)-2-(4-(7,7-difluoro-2-(2-methylazetidin-1-yl)-6,7-dihydro-5H-cyclopenta[d]pyrimidine-4-yl)phenyl)-1-(piperazin-1-yl)ethan-1-one